10,13-Dihydroxyhexadecanoic acid OC(CCCCCCCCC(=O)O)CCC(CCC)O